N-(1'-(2-(1,1-difluoroethyl)-6-(1-(oxetan-3-yl)-1H-pyrazol-4-yl)pyrimidin-4-yl)-1',2'-dihydrospiro[cyclopropane-1,3'-pyrrolo[3,2-c]pyridin]-6'-yl)acetamide FC(C)(F)C1=NC(=CC(=N1)N1CC2(C=3C=NC(=CC31)NC(C)=O)CC2)C=2C=NN(C2)C2COC2